C(C)N(C=1C(C(C1NCC1=CC(=C(C=C1)C1=NOC(=N1)C(F)(F)F)F)=O)=O)C 3-(ethyl(methyl)amino)-4-((3-fluoro-4-(5-(trifluoromethyl)-1,2,4-oxadiazol-3-yl)benzyl)amino)cyclobut-3-ene-1,2-dione